FCCN1C=C(C=2C1=NC=CC2CC2=CC=C(C=C2)C(F)(F)F)C(=O)NCC2CCC(CC2)C(=O)OC.C(C)(CC)N(C2=CC=C(C=C2)N)C(C)CC N,N-di-sec-butyl p-phenylenediamine methyl (1r,4r)-4-[[[1-(2-fluoroethyl)-4-[[4-(trifluoromethyl)-phenyl]methyl]pyrrolo[2,3-b]pyridine-3-carbonyl]amino]methyl]cyclohexanecarboxylate